ClC[C@@H](N1C(N[C@@H](C1)C(F)(F)F)=O)C=1C=CC2=C(N=C(O2)[C@H](C2CCC(CC2)(F)F)NC(OCC2=CC=CC=C2)=O)C1 Benzyl ((S)-(5-((S)-2-chloro-1-((S)-2-oxo-4-(trifluoromethyl)imidazolidin-1-yl)ethyl)benzo[d]oxazol-2-yl)(4,4-difluorocyclohexyl)methyl)carbamate